3,7-Dimethylnon-6-enoic acid CC(CC(=O)O)CCC=C(CC)C